Methyl 3-chloro-6-(2-chloro-4-(trifluoromethyl) phenyl)-methylpicolinate ClC=1C(=NC(=CC1C)C1=C(C=C(C=C1)C(F)(F)F)Cl)C(=O)OC